N-(6-(4-methylpyridin-3-yl)benzo[d]thiazol-2-yl)cyclopropanecarboxamide CC1=C(C=NC=C1)C1=CC2=C(N=C(S2)NC(=O)C2CC2)C=C1